C1=CC=CC=2C3=CC=CC=C3C(C12)COC(NCCOCCOCCOCCOCCCC(=O)O)=O 1-(9H-fluoren-9-yl)-3-oxo-2,7,10,13,16-pentaoxa-4-azanonadecane-19-carboxylic acid